bis-[3-(triethoxysilyl)-propyl] tetrasulfide C(C)O[Si](CCCSSSSCCC[Si](OCC)(OCC)OCC)(OCC)OCC